OC[C@@H]1CN(CCO1)C=1OC2=CC=C(C=C2C(C1)=O)C(=O)N(C)C 2-[(2S)-2-(hydroxymethyl)morpholin-4-yl]-N,N-dimethyl-4-oxo-chromene-6-carboxamide